[2-[2-(2-hydroxyethoxy)ethoxy]ethyl]carbamate OCCOCCOCCNC([O-])=O